(3-(1-(3,5-dimethylbenzyl)-1H-1,2,3-triazol-4-yl)phenyl)-7-methoxy-6-(3-morpholinopropoxy)quinazolin-4-amine CC=1C=C(CN2N=NC(=C2)C=2C=C(C=CC2)C2=NC3=CC(=C(C=C3C(=N2)N)OCCCN2CCOCC2)OC)C=C(C1)C